Dibenzo[b,d]Furan-4-amine C1=CC=C(C=2OC3=C(C21)C=CC=C3)N